NCCCCCN1C(=NC=2C1=C1C(=NC2N)C=CS1)CCCC 1-(5-aminopentyl)-2-butyl-1H-imidazo[4,5-d]thieno[3,2-b]pyridin-4-amine